FC=1C(=C(C=C(C1)C(C)C)[C@@H](C(=O)O)N1C[C@@H](CC1)N([C@@H](C)CCCCC1=NC=2NCCCC2C=C1)C)OC (S)-2-(3-fluoro-5-isopropyl-2-methoxyphenyl)-2-((R)-3-(methyl((S)-6-(5,6,7,8-tetrahydro-1,8-naphthyridin-2-yl)hexan-2-yl)amino)pyrrolidin-1-yl)acetic acid